1,1,3-tris[2-methyl-4-hydroxy-5-t-butylphenyl]butane CC1=C(C=C(C(=C1)O)C(C)(C)C)C(CC(C)C1=C(C=C(C(=C1)C(C)(C)C)O)C)C1=C(C=C(C(=C1)C(C)(C)C)O)C